N-(2-bromophenyl)-5-(4-((9-(cyclopropylmethyl)-9H-purin-6-yl)oxy)phenyl)thiazol-2-amine BrC1=C(C=CC=C1)NC=1SC(=CN1)C1=CC=C(C=C1)OC1=C2N=CN(C2=NC=N1)CC1CC1